6-amino-5-fluoro-3-(fluoromethyl)quinazolin-4(3H)-one NC=1C(=C2C(N(C=NC2=CC1)CF)=O)F